2-(2',4'-dimethyl-[1,1'-biphenyl]-2-yl)-1-ethyl-1H-benzo[d]imidazole-5-carboxamide CC1=C(C=CC(=C1)C)C1=C(C=CC=C1)C1=NC2=C(N1CC)C=CC(=C2)C(=O)N